N1(CCCC1)C1=C(CN2CCN(CC2)C(=O)OC(C(F)(F)F)C(F)(F)F)C=CC(=C1)C(F)(F)F 1,1,1,3,3,3-hexafluoropropan-2-yl 4-(2-(pyrrolidin-1-yl)-4-(trifluoromethyl)benzyl)piperazine-1-carboxylate